tert-butyl (3R)-3-[2-[3-(4-amino-1-tert-butyl-pyrazolo[3,4-d]pyrimidin-3-yl)-5-cyclopropyl-isoxazol-4-yl]pyrimidin-5-yl]pyrrolidine-1-carboxylate NC1=C2C(=NC=N1)N(N=C2C2=NOC(=C2C2=NC=C(C=N2)[C@@H]2CN(CC2)C(=O)OC(C)(C)C)C2CC2)C(C)(C)C